1,5-dibenzyl-3-methyl-1,4,5,6-tetrahydropyrrolo[3,4-b]pyrrole C(C1=CC=CC=C1)N1C2=C(C(=C1)C)CN(C2)CC2=CC=CC=C2